C(C)N(C1=NC=C(C=N1)NC=1C=NC(=NC1)N(CC)CC)CC N5-[2-(diethylamino)-5-pyrimidinyl]-N2,N2-diethyl-2,5-Pyrimidinediamine